C(S)(O)=S.N(C(=S)N)[Na] thioureidosodium dithiocarbonate